CC1=C(C=CC(=C1)[N+](=O)[O-])N1C(COCC1)=O 4-(2-methyl-4-nitrophenyl)-3-morpholone